ClC1=NC(=NC(=C1C)N1CCC(CC1)OC=1C=NC(=CC1)OC)C(=O)N[C@H]1CCCC2=CC=CC=C12 (S)-4-chloro-6-(4-((6-methoxypyridin-3-yl)oxy)piperidin-1-yl)-5-methyl-N-(1,2,3,4-tetrahydronaphthalen-1-yl)pyrimidine-2-carboxamide